O=C1C(=CNC=2N1N=CC2)C(=O)O 7-oxo-4H,7H-pyrazolo[1,5-a]pyrimidine-6-carboxylic acid